((3-(4-(5-chlorothiazol-2-yloxy)phenyl)-1,2,4-oxadiazol-5-yl)methyl)acrylic acid ClC1=CN=C(S1)OC1=CC=C(C=C1)C1=NOC(=N1)CC(C(=O)O)=C